C(C1CO1)OCCC[Zr](OC)(OC)OC γ-glycidoxypropyltrimethoxyzirconium(IV)